NC=1SC(=CN1)C(C1=CC=C(C=C1)OCC(=O)NCC1=CC(=CC=C1)OC)=O amino-5-[4-[2-[(3-methoxyphenyl)methylamino]2-oxoethoxy]benzoyl]thiazol